CC(CCN)CCN 3-methyl-1,5-pentanediamine